(S)-1-(5-(3,5-dimethylisoxazol-4-yl)-1-((trans)-4-(methoxy-d3)cyclohexyl)-1H-benzo[d]imidazol-2-yl)-N3-methylpropane-1,3-diamine CC1=NOC(=C1C1=CC2=C(N(C(=N2)[C@H](CCNC)N)[C@@H]2CC[C@H](CC2)OC([2H])([2H])[2H])C=C1)C